2-((2-hydroxyethyl)amino)ethane-1-sulfonic acid OCCNCCS(=O)(=O)O